((1S,2S)-1,2-dimethoxy-2-phenylethyl)-2-methylbenzene CO[C@H]([C@H](C1=CC=CC=C1)OC)C1=C(C=CC=C1)C